(5Z)-5-[(4-fluoro-3-hydroxyphenyl)methylidene]-3-[(3-fluoro-5-hydroxyphenyl)methyl]-1,3-thiazolidine-2,4-dione FC1=C(C=C(C=C1)\C=C/1\C(N(C(S1)=O)CC1=CC(=CC(=C1)O)F)=O)O